C(C=C)(=O)OCC(COCC(COC(C=C)=O)O)O acryloyloxy-2-hydroxy-propyl ether